ClC1=C(C=CC(=C1)Cl)NC1=C(C=NC2=CC(=C(C=C12)OC)OCC1CCN(CC1)C)C#N 4-[(2,4-dichlorophenyl)amino]-6-methoxy-7-[(1-methylpiperidin-4-yl)methoxy]-3-quinolinecarbonitrile